1,3,5-trifluoro-2,4,6-triiodotrifluorobenzene FC1(C(C(C(C(=C1I)F)I)(F)F)(I)F)F